4-((S)-1-((R)-1-((2'-methyl-4'-(sulfamoyloxy)-1',2',3',4',5',6'-hexahydro-[1,1'-biphenyl]-3-yl)methyl)pyrrolidine-2-carboxamido)ethyl)benzoic acid CC1C(CCC(C1)OS(N)(=O)=O)C1=CC(=CC=C1)CN1[C@H](CCC1)C(=O)N[C@@H](C)C1=CC=C(C(=O)O)C=C1